2-chloro-6-[(3-methyloxetan-3-yl)oxy]-N-[2-(trifluoromethyl)pyridin-4-yl]pyrimidine-4-carboxamide ClC1=NC(=CC(=N1)C(=O)NC1=CC(=NC=C1)C(F)(F)F)OC1(COC1)C